FC1=C(C=CC(=N1)C(=O)OC)C=C methyl 6-fluoro-5-vinyl-pyridine-2-carboxylate